(E)-N-hydroxy-3-(2-(4-((2-methoxyphenyl)sulfonamido)piperidin-1-yl)phenyl)acrylamide ONC(\C=C\C1=C(C=CC=C1)N1CCC(CC1)NS(=O)(=O)C1=C(C=CC=C1)OC)=O